methoxyaminofuran ammonium salt [NH4+].CONC=1OC=CC1